4-(((6-((5-methoxyisoindolin-2-yl)methyl)-4-oxo-4H-pyran-3-yl)oxy)methyl)-N,N-dimethylbenzamide COC=1C=C2CN(CC2=CC1)CC1=CC(C(=CO1)OCC1=CC=C(C(=O)N(C)C)C=C1)=O